NC=1C2=C(N=C(N1)Cl)N(C=C2)[C@H]2[C@H]([C@@H]([C@H](O2)COP(=O)(OC2=CC=CC=C2)N[C@@H](C)C(=O)OCC(C)C)O)F ISOBUTYL ((((2R,3R,4S,5R)-5-(4-AMINO-2-CHLORO-7H-PYRROLO[2,3-D]PYRIMIDIN-7-YL)-4-FLUORO-3-HYDROXYTETRAHYDRO-FURAN-2-YL)METHOXY)-(PHENOXY)PHOSPHORYL)-L-ALANINATE